ClC1=NC=C(C=N1)C(=O)O 2-chloropyrimidin-5-carboxylic acid